FC1=C(C=CC=C1)S(=O)(=O)CC=1N=C2N(C=CC(=C2)C2=NOC(=N2)C(F)(F)F)C1 3-(2-(((2-fluorophenyl)sulfonyl)methyl)imidazo[1,2-a]pyridin-7-yl)-5-(trifluoromethyl)-1,2,4-oxadiazole